ClC1=C2C=NC(=NC2=C(C=C1)C=1C=NC=CC1C)NC1=CC=C2CCN(CC2=C1)C 5-chloro-N-(2-methyl-1,2,3,4-tetrahydroisoquinolin-7-yl)-8-(4-methylpyridin-3-yl)quinazolin-2-amine